C[C@@H]1CC[C@@]2(CC[C@@]3(C(=CC[C@H]4[C@]3(CC[C@H]([C@]4(C)CCC(=O)O)C(=C)C)C)[C@@H]2[C@H]1C)C)C The molecule is a tetracyclic triterpenoid with formula C30H40O2 that is isolated from the roots of Gentiana dahurica and Gentiana macrophylla. It has a role as a plant metabolite. It is a tetracyclic triterpenoid, an olefinic compound and a monocarboxylic acid.